amino-5-ethoxy-4-(ethoxycarbonyl)-2-(prop-1-yn-1-yl)pyridin-1-ium N[N+]1=C(C=C(C(=C1)OCC)C(=O)OCC)C#CC